FC=1C=C(C=NC1)C1=NC(=CC(=N1)N)OC(C)C 2-(5-fluoro-3-pyridinyl)-6-isopropoxy-pyrimidin-4-amine